S1C(=NC2=C1C=CC=C2)NC(=O)C=2N=NN(C2C)C2=C(C=CC=C2Cl)Cl N-(Benzo[d]thiazol-2-yl)-1-(2,6-dichlorophenyl)-5-methyl-1H-1,2,3-triazole-4-carboxamide